tert-butyl 3-(6-acetamido-1-(6-(1,1-difluoroethyl) pyridin-2-yl)-1H-pyrazolo[4,3-c]pyridin-3-yl)-3,6-diazabicyclo[3.1.1]heptane-6-carboxylate C(C)(=O)NC1=CC2=C(C=N1)C(=NN2C2=NC(=CC=C2)C(C)(F)F)N2CC1N(C(C2)C1)C(=O)OC(C)(C)C